(1R,4R,7R)-2-{2-[1-(cyclopropylmethyl)-1H-pyrrolo[2,3-b]pyridin-2-yl]-7-methoxy-1-[(1-methyl-1H-pyrazol-4-yl)methyl]-1H-1,3-benzodiazole-5-carbonyl}-2-azabicyclo[2.2.1]heptan C1(CC1)CN1C(=CC=2C1=NC=CC2)C2=NC1=C(N2CC=2C=NN(C2)C)C(=CC(=C1)C(=O)N1[C@@H]2CC[C@@H](C1)C2)OC